ClC=1C=2N(C=CN1)C(=CN2)C=2C(=NNC2)Cl 8-chloro-3-(3-chloro-1H-pyrazol-4-yl)imidazo[1,2-a]pyrazine